FC1=CC=C(C=C1)[C@@H]1N(CCC2=CC=CC=C12)C=1OC2(CN1)CC(CC2)N 2-((S)-1-(4-fluorophenyl)-3,4-dihydroisoquinolin-2(1H)-yl)-1-oxa-3-azaspiro[4.4]non-2-en-7-amine